(R)-5-bromo-4-(difluoromethyl)-N-(3,3-dimethylbut-2-yl)pyridin-2-amine BrC=1C(=CC(=NC1)N[C@H](C)C(C)(C)C)C(F)F